p-tolyl benzyl(methyl)carbamodithioate C(C1=CC=CC=C1)N(C(=S)SC1=CC=C(C=C1)C)C